2-(1-isopropyl-4-oxo-benzo[4,5]thieno[2,3-d]pyridazin-3(4H)-yl)-N-(1-methyl-6-oxo-1,6-dihydropyridazin-3-yl)acetamide C(C)(C)C=1C2=C(C(N(N1)CC(=O)NC1=NN(C(C=C1)=O)C)=O)SC1=C2C=CC=C1